CN1N=CC(=C1)C1C(CCC1)=O (1-methyl-1H-pyrazol-4-yl)cyclopentan-1-one